(S)-1-((6-cyano-5-(trifluoromethyl)pyridin-3-yl)amino)-3-(4-cyanophenoxy)-2-methyl-1-oxopropane-2-ylnicotinate C(#N)C1=C(C=C(C=N1)NC([C@@](COC1=CC=C(C=C1)C#N)(C)OC(C1=CN=CC=C1)=O)=O)C(F)(F)F